methyl (R)-2-(6-fluoro-1-methylisochroman-8-yl)acetate FC=1C=C2CCO[C@@H](C2=C(C1)CC(=O)OC)C